C(C1=CC=CC=C1)OCC(CN)OC 3-(benzyloxy)-2-methoxypropan-1-amine